methyl 4-oxocyclohexanecarboxylate O=C1CCC(CC1)C(=O)OC